[Br-].C(C#C)OCC[N+](C)(C)C propargylcholine bromide